C(C)(C)(C)OC(=O)N1CC(N(CC1)C1=CC(=C(S1)C(=O)O)OC)=O 5-[4-(tert-butoxycarbonyl)-2-oxopiperazin-1-yl]-3-methoxythiophene-2-carboxylic acid